C(C=C)(=O)O.O=C([C@H](O)[C@@H](O)[C@H](O)[C@H](O)C(=O)O)O glucaric acid monoacrylate